2-oxoethyl 14-amino-3,6,9,12-tetraoxatetradecanoate hydrochloride Cl.NCCOCCOCCOCCOCC(=O)OCC=O